C1(CC1)COC=1C=C(CCC2=CC(=C(C(=C2)F)O)F)C=CC1OC(F)F 4-(3-(cyclopropylmethoxy)-4-(difluoromethoxy)phenethyl)-2,6-difluorophenol